COCCOC=1C=CC(=NC1)C=O 5-(2-methoxyethoxy)pyridine-2-carbaldehyde